OC1=C2CN(C(C2=CC=C1)=C=O)C1C(NC(CC1)=O)=O 3-(4-hydroxy-1-carbonyl-isoindolin-2-yl)piperidine-2,6-dione